OC1C(CCCC1)C(=O)O 2-HYDROXYCYCLOHEXANECARBOXYLIC ACID